COC1=NC=CC=C1C=1C=NC(=CC1)NCC(CN)C N1-(2'-methoxy-[3,3'-bipyridyl]-6-yl)-2-methylpropane-1,3-diamine